C(O)(O)=S.N1=C(C=CC=C1)C1=NC=CC=C1 bipyridyl thiocarbonate